C(C1CO1)N1C(=O)N(C(=O)C(C1=O)(C(=CCC)C)CC)CC1CO1 1,3-diglycidyl-5-ethyl-5-(1-methyl-1-butenyl)barbituric acid